FC1(CN(CC[C@H]1NC1=NN2C(C(=N1)OC)=C(C=C2)C=2C=CC1=C(N(N=N1)CC(F)(F)F)C2)C(C)=O)F (R)-1-(3,3-difluoro-4-((4-methoxy-5-(1-(2,2,2-trifluoroethyl)-1H-benzo[d][1,2,3]triazol-6-yl)pyrrolo[2,1-f][1,2,4]triazin-2-yl)amino)piperidin-1-yl)ethan-1-one